ethyl 2,3-dimethyl-4,6-dioxocyclohexane-1-carboxylate CC1C(C(CC(C1C)=O)=O)C(=O)OCC